Tert-Butyl-3-[(4-[[2-(2,6-Dioxopiperidin-3-Yl)-1,3-Dioxoisoindol-5-Yl]Amino]Butyl) SulfaMoyl]Azetidine-1-Carboxylate C(C)(C)(C)OC(=O)N1CC(C1)S(NCCCCNC=1C=C2C(N(C(C2=CC1)=O)C1C(NC(CC1)=O)=O)=O)(=O)=O